di((Z)-dec-4-en-1-yl) 4,4'-((3-((4-((Z)-dec-4-en-1-yloxy)-4-oxobutyl)(4-hydroxybutyl)amino)propyl)azanediyl)dibutanoate C(CC\C=C/CCCCC)OC(CCCN(CCCN(CCCC(=O)OCCC\C=C/CCCCC)CCCC(=O)OCCC\C=C/CCCCC)CCCCO)=O